O(S(=O)(=O)C(F)(F)F)C1=CC(=C(C(=C1)O)[C@H]1[C@@H](C[C@@H](C(=C1)C)O)C(=C)C)O (1'R,2'R,4'S)-2,4',6-trihydroxy-5'-methyl-2'-(prop-1-en-2-yl)-1',2',3',4'-tetrahydro-[1,1'-biphenyl]-4-yl triflate